C(C)OC(CCC1=CN(C=2N=CN=C(C21)O)COCC[Si](C)(C)C)OCC 5-(3,3-diethoxypropyl)-7-{[2-(trimethylsilyl)ethoxy]methyl}-7H-pyrrolo[2,3-d]pyrimidin-4-ol